C(#N)CCOP(N(C(C)C)C(C)C)N(C(C)C)C(C)C 2-cyanoethoxy-bis(N,N-diisopropylamino)phosphine